8-chloro-N-[4-(trifluoromethoxy)phenyl]quinolin-2-amine ClC=1C=CC=C2C=CC(=NC12)NC1=CC=C(C=C1)OC(F)(F)F